N1=C2C(=CC=C1)C[C@@H](C1=C(O2)C=CC=C1)CN |o1:7| (S*)-(5,6-dihydrobenzo[6,7]oxepino[2,3-b]pyridin-6-yl)methanamine